3,5-bis(methoxycarbonyl)phenolate COC(=O)C=1C=C(C=C(C1)C(=O)OC)[O-]